allyl 1-methyl-2-oxocyclohexane-1-carboxylate CC1(C(CCCC1)=O)C(=O)OCC=C